COC(=O)C1CCC(CC1)NCC1=NC=C(N=C1OC)C1=C(C(=CC=C1)Br)Cl (1r,4r)-4-(((5-(3-bromo-2-chlorophenyl)-3-methoxypyrazin-2-yl)methyl)amino)cyclohexane-1-carboxylic acid methyl ester